4-(((8-(4-(trifluoromethyl)phenyl)pyrido[3,4-b]pyrazin-5-yl)amino)methyl)tetrahydro-2H-pyran-4-ol FC(C1=CC=C(C=C1)C1=CN=C(C2=NC=CN=C21)NCC2(CCOCC2)O)(F)F